C1CCC(CC1)C(=O)NC1=C(C=CC=C1)CCC(=O)N 3-[(4-cyclohexanecarboxamido)phenyl]propanamide